CC(C#C)(C)N1C(OCC1)=O (1,1-Dimethyl-prop-2-ynyl)-oxazolidin-2-one